BrC=1C=C2C(=CC(=NC2=CC1F)O)C(C)C 6-bromo-7-fluoro-4-isopropylquinolin-2-ol